OCC1=C(C=CC=C1)NC=1N=C(N=NC1C(=O)N)NC1=C(C=C2CCN(C(C2=C1)C)C)OC ((2-(hydroxymethyl)phenyl)amino)-3-((6-methoxy-1,2-dimethyl-1,2,3,4-tetrahydroisoquinolin-7-yl)amino)-1,2,4-triazine-6-carboxamide